(4R)-4-amino-1-pentyn-3-ol N[C@@H](C(C#C)O)C